(2,6-difluoro-3,5-dimethoxyphenyl)(5-((4-(4-ethylpiperazin-1-yl)-2-nitrophenyl)amino)-1H-pyrrolo[2,3-c]pyridin-3-yl)methanone FC1=C(C(=C(C=C1OC)OC)F)C(=O)C1=CNC2=CN=C(C=C21)NC2=C(C=C(C=C2)N2CCN(CC2)CC)[N+](=O)[O-]